N-phenyl-iodopropargylcarbamate C1(=CC=CC=C1)N(C([O-])=O)C(C#C)I